BrC1=CC=CC=2C=3N(C(=NC12)[C@](N)(C)C(=O)NCCCC)N=C(N3)C3=C(C=C(C=C3)Cl)OC(F)(F)F 2-{7-bromo-2-[4-chloro-2-(trifluoromethoxy)phenyl][1,2,4]triazolo[1,5-c]quinazolin-5-yl}-N-butyl-L-alaninamide